FC1=C(C=CC(=C1)F)C=1C=CC(=NC1)C(=O)NC1=CC=C(C=C1)OC1=CC(=NC=C1)C(NC)=O 5-(2,4-Difluorophenyl)-N-(4-(2-(methylcarbamoyl)pyridin-4-yloxy)phenyl)picolinamide